4-(2-ethoxyethoxy)phenylboronic acid C(C)OCCOC1=CC=C(C=C1)B(O)O